FC(C=1C=C(C(=O)NC2=CC(=CC=C2)[C@H](C)NC=2C=NC=3C(N2)=NN(C3)CC)C=CC1CN1CCN(CC1)C)F (S)-3-(difluoromethyl)-N-(3-(1-((2-ethyl-2H-pyrazolo[3,4-b]pyrazin-6-yl)amino)ethyl)phenyl)-4-((4-methylpiperazin-1-yl)methyl)benzamide